3-methoxy-4-((trimethylsilyl)ethyl)thiophene-2-carbaldehyde COC1=C(SC=C1CC[Si](C)(C)C)C=O